1-(acetoxymethyl)-4-hydroxy-7-phenoxyisoquinoline-3-carboxylic acid methyl ester COC(=O)C=1N=C(C2=CC(=CC=C2C1O)OC1=CC=CC=C1)COC(C)=O